CNS(=O)(=O)C1=CC(=C(C=C1)OC1=CC=C(C=C1)C(F)(F)F)C=1C=C2CC(NC2=CC1)=O N-methyl-3-(2-oxo-2,3-dihydro-1H-indol-5-yl)-4-[4-(trifluoromethyl)phenoxy]benzene-1-sulfonamide